CN(C(OC(C)N1C(C=CC2=CC=C(C=C12)OCCCCN1CCN(CC1)C1=CC=CC=2SC=CC21)=O)=O)C 1-(7-(4-(4-(benzo[b]thiophen-4-yl)piperazin-1-yl)butoxy)-2-oxoquinolin-1(2H)-yl)ethyl dimethylcarbamate